Cl.C[C@@H]1CN(C[C@@H](N1)C)C1=NC=C(N=C1)C(F)(F)F (cis-3,5-dimethylpiperazin-1-yl)-5-(trifluoromethyl)pyrazine hydrochloride